3-(4-((4-(2-(adamantan-1-ylamino)ethyl)benzyl)thio)-1-oxoisoindolin-2-yl)piperidine-2,6-dione C12(CC3CC(CC(C1)C3)C2)NCCC2=CC=C(CSC3=C1CN(C(C1=CC=C3)=O)C3C(NC(CC3)=O)=O)C=C2